SC(CCCO)(C)C 4-mercapto-4-methylpentan-1-ol